FC(C1=CC(=NC=N1)C1CCC(CC1)N1CC2(CS(C2)(=O)=O)CC1)(F)F 6-((1r,4r)-4-(6-(trifluoromethyl)pyrimidin-4-yl)cyclohexyl)-2-thia-6-azaspiro[3.4]octane 2,2-dioxide